ClC=1C(=CSC1Cl)C=O 4,5-DICHLORO-3-THIOPHENECARBOXALDEHYDE